C1(=CC=CC=C1)C=1SC(=CCC1)C1=CC=CC=C1 2,6-diphenyl-4H-thiopyran